(1aR,5aR)-2-(2,4-Difluoro-phenyl)-1a,2,5,5a-tetrahydro-1H-2,3-diaza-cyclopropa[a]pentalene-4-carboxylic Acid [1-(6-Hydroxy-pyridin-3-yl)-1-methylethyl]-amide OC1=CC=C(C=N1)C(C)(C)NC(=O)C=1C=2C[C@@H]3[C@H](C2N(N1)C1=C(C=C(C=C1)F)F)C3